CC1(C2=CC=CC=C2C=2C(=CC=CC12)C=1C=C(C=CC1)C1=CC=C(C=C1)C1=NC(=NC(=C1)C1=CC=C(C=C1)C1=CC=CC=C1)C1=CC=CC=C1)C {4-[3-(9,9-dimethyl-9H-fluoren-4-yl)phenyl]phenyl}-2-phenyl-6-(4-phenylphenyl)pyrimidine